Cl.N1=CN=C2N1C(=CC=N2)N [1,2,4]triazolo[1,5-a]pyrimidin-7-amine hydrochloride